N[C@@H](C=1C=CC2=C(N(C(=N2)[C@H](CC(C(F)F)(C)C)N[S@](=O)C(C)(C)C)COCC[Si](C)(C)C)C1)C1CC1 (R)-N-((S)-1-(6-((R)-Amino(cyclopropyl)methyl)-1-((2-(trimethyl-silyl)ethoxy)methyl)-1H-benzo[d]imidazol-2-yl)-4,4-difluoro-3,3-dimethylbutyl)-2-methylpropane-2-sulfinamide